Chloro-6-(2-(2-chlorophenyl)-4,5,6,7-tetrahydro-1H-benzo[d]imidazol-6-yl)-6,7-dihydro-5H-pyrrolo[3,4-b]pyrazin ClC1=CN=C2C(=N1)CN(C2)C2CCC1=C(NC(=N1)C1=C(C=CC=C1)Cl)C2